C(C)(C)(C)OC(=O)N1C(=CC(=C1)C(F)(F)F)C=1C=NC(=CC1OCC1=CC=C(C=C1)OC)Cl 2-(6-chloro-4-((4-methoxybenzyl)oxy)pyridin-3-yl)-4-(trifluoromethyl)-1H-pyrrole-1-carboxylic acid tert-butyl ester